CC1(OC2C(O1)OCC2(O)C(F)(F)F)C 2,2-dimethyl-6-(trifluoromethyl)tetrahydrofuro[2,3-d][1,3]dioxol-6-ol